COC=1C(C=CC(C1OC)=O)=O 2,3-dimethoxycyclohexane-2,5-diene-1,4-dione